4-(2-chloro-4-fluorophenyl)-2-oxo-2H-chromene-7-carboxylic acid ClC1=C(C=CC(=C1)F)C1=CC(OC2=CC(=CC=C12)C(=O)O)=O